4-(2',4'-dichloro-4-ethyl-[1,1'-biphenyl]-3-yl)-2,2,6,6-tetramethyl-2H-pyran-3,5(4H,6H)-dione ClC1=C(C=CC(=C1)Cl)C1=CC(=C(C=C1)CC)C1C(C(OC(C1=O)(C)C)(C)C)=O